N1(CCCC1)C(=O)OCCCOC=1C(=CC=2C3=C(C(=NC2C1)C1=CC=CC=C1)CCC3)OC 1-[3-({8-methoxy-4-phenyl-1H,2H,3H-cyclopenta[c]quinolin-7-yl} oxy)propyl] pyrrolidineformate